COC(C1=CC(=CC=C1)OC1CCC2=CC=C(C=C12)NC(C=C)=O)=O 3-[6-(prop-2-eneamido)-2,3-dihydro-1H-inden-1-yl]oxybenzoic acid methyl ester